FS(C1=CC=C(C=C1)CNCC)(F)(F)(F)F N-[[4-(pentafluoro-sulfanyl)phenyl]methyl]ethanamine